N1N=NN=C1C1=CC=C(C=C1)[C@H]1CC2(CC(C2)(F)F)CCN1CC1=C2C=CNC2=C(C=C1OC)C (R)-6-(4-(1H-tetrazol-5-yl)phenyl)-2,2-difluoro-7-((5-methoxy-7-methyl-1H-indol-4-yl)methyl)-7-azaspiro[3.5]nonane